Ethyl 2-amino-6-ethyl-7-oxo-4,5,6,7-tetrahydrobenzo[b]thiophene-3-carboxylate NC1=C(C2=C(S1)C(C(CC2)CC)=O)C(=O)OCC